ethyl 2-((diphenylmethylene)amino)-2-(1-methyl-1H-pyrazol-3-yl)acetate C1(=CC=CC=C1)C(C1=CC=CC=C1)=NC(C(=O)OCC)C1=NN(C=C1)C